COC(=O)C1CN(CCC1=O)C1=CC(=CC=C1)I 1-(3-iodophenyl)-4-oxopiperidine-3-carboxylic acid methyl ester